CC(CCN)C 3-methylbutan-1-amine